C(CCC)C1C(CCCC1)=O butylcyclohexan-1-one